(R)-5-(2-chlorophenoxy)-3-((1-(2-fluorophenyl)ethyl)amino)-4H-benzo[e][1,2,4]thiadiazine 1,1-dioxide ClC1=C(OC2=CC=CC3=C2NC(=NS3(=O)=O)N[C@H](C)C3=C(C=CC=C3)F)C=CC=C1